C(C)(=O)C1=C(C2=C(N=C(N=C2)NC2=C(C=C(C=C2)N2CCNCC2)OC)N(C1=O)C1CCCC1)C 6-acetyl-8-cyclopentyl-2-((2-methoxy-4-(piperazin-1-yl)phenyl)amino)-5-methylpyrido[2,3-d]pyrimidin-7(8H)-one